6-chloro-2-[(5-methyl-3,4-dihydro-2H-quinolin-1-yl)methyl]-3H-quinazolin-4-one ClC=1C=C2C(NC(=NC2=CC1)CN1CCCC2=C(C=CC=C12)C)=O